N-tert-butoxycarbonyl-3-(2-methoxyethoxy)aniline C(C)(C)(C)OC(=O)NC1=CC(=CC=C1)OCCOC